ClC1=C(C(=C2C=NN(C2=C1)C1OCCCC1)B1OC(C(O1)(C)C)(C)C)CCCC=1OC=C(N1)[C@H]1CN(CCC1)C(=O)OC(C)(C)C tert-Butyl (3R)-3-(2-(3-(6-chloro-1-(tetrahydro-2H-pyran-2-yl)-4-(4,4,5,5-tetramethyl-1,3,2-dioxaborolan-2-yl)-1H-indazol-5-yl)propyl)oxazol-4-yl)piperidine-1-carboxylate